5-(2,5-Diisopropyl-4-methoxy-phenoxy)-pyrimidine-2,4-diamine C(C)(C)C1=C(OC=2C(=NC(=NC2)N)N)C=C(C(=C1)OC)C(C)C